C(C)(C)(C)O[C@@H]1C[C@H](NC1)C(=O)O (2S,4R)-(-)-4-t-butoxypyrrolidine-2-carboxylic acid